C(C)(=O)NC1=CC=C(C=N1)N1C=C(C(C2=CC(=C(C=C12)N1[C@H](CCC1)COC1=NC=CC=C1Cl)Cl)=O)C(=O)O (R)-1-(6-acetamidopyridin-3-yl)-6-chloro-7-(2-(((3-chloro-pyridin-2-yl)oxy)methyl)pyrrolidin-1-yl)-4-oxo-1,4-dihydroquinoline-3-carboxylic acid